1-(4-(4-((4-([1,2,4]triazolo[1,5-a]pyridin-7-yloxy)-2-fluoro-3-methylphenyl)amino)pyrido[3,2-d]pyrimidin-6-yl)-2,2-dimethylpiperazin-1-yl)prop-2-en-1-one N=1C=NN2C1C=C(C=C2)OC2=C(C(=C(C=C2)NC=2C1=C(N=CN2)C=CC(=N1)N1CC(N(CC1)C(C=C)=O)(C)C)F)C